(1R,2S,3R)-2-(2-fluorophenyl)-1-((R)-oxiran-2-yl)pent-4-en-1,3-diol FC1=C(C=CC=C1)[C@H]([C@@H](O)[C@@H]1OC1)[C@@H](C=C)O